2-(6-(4-(2-amino-3-nitropyridin-4-yl)-1H-pyrazol-1-yl)pyridin-3-yl)-2-cyclopropyl-N-(2,2,2-trifluoroethyl)acetamide NC1=NC=CC(=C1[N+](=O)[O-])C=1C=NN(C1)C1=CC=C(C=N1)C(C(=O)NCC(F)(F)F)C1CC1